4-((1S,2S)-2-(6-(2,4-dimethoxypyrimidin-5-yl)imidazo[1,2-b]pyridazin-8-yl)cyclopropyl)-2-methoxybenzonitrile COC1=NC=C(C(=N1)OC)C=1C=C(C=2N(N1)C=CN2)[C@@H]2[C@H](C2)C2=CC(=C(C#N)C=C2)OC